4-oxo-6-hydroxy-3-(2,3-dichlorophenyl)methyl-1(4H)quinolineacetic acid O=C1C(=CN(C2=CC=C(C=C12)O)CC(=O)O)CC1=C(C(=CC=C1)Cl)Cl